CN([C@H](C1=C(C=CC=C1)P(C1=CC=CC=C1)C1=CC=CC=C1)[C-]1C(=CC=C1)P(C1=CC=CC=C1)C1=CC=CC=C1)C.[CH-]1C=CC=C1.[Fe+2] 1-[(S)-α-(dimethylamino)-2-(diphenylphosphino)benzyl]-2-diphenylphosphinoferrocene